zinc-aluminum-gold [Au].[Al].[Zn]